3-[(2R)-2-cyano-2-methyl-pyrrolidine-1-carbonyl]-N-(3-cyanooxetan-3-yl)-8-methoxy-1-(2-thienyl)-5,6-dihydropyrrolo[2,1-a]isoquinoline-9-carboxamide C(#N)[C@@]1(N(CCC1)C(=O)C1=CC(=C2N1CCC1=CC(=C(C=C21)C(=O)NC2(COC2)C#N)OC)C=2SC=CC2)C